N-(5-cyclopropyltetrahydro-furan-3-yl)-6-[(2,6-difluoro-4-pyridyl)amino]-3-methoxy-pyridine-2-carboxamide C1(CC1)C1CC(CO1)NC(=O)C1=NC(=CC=C1OC)NC1=CC(=NC(=C1)F)F